COC1=C(CN2C(=NC=C2)C=2C=CC(=NC2)C(F)(F)F)C=CC=C1 5-(1-(2-methoxybenzyl)-1H-imidazol-2-yl)-2-(trifluoromethyl)pyridine